3-(5-((4-(3-chloropyridin-2-yl)piperazin-1-yl)methyl)-1-oxoisoindolin-2-yl)piperidine-2,6-dione ClC=1C(=NC=CC1)N1CCN(CC1)CC=1C=C2CN(C(C2=CC1)=O)C1C(NC(CC1)=O)=O